4-[(phenylsulfonyl)amino]-7-(propan-2-yloxy)isoquinoline-6-carboxamide C1(=CC=CC=C1)S(=O)(=O)NC1=CN=CC2=CC(=C(C=C12)C(=O)N)OC(C)C